COC1=CC=C(C=N1)N1CC2=CC(=CC=C2CC1)C=1C(=NC=CC1)C(=O)N [2-(6-methoxypyridin-3-yl)-1,2,3,4-tetrahydroisoquinolin-7-yl]pyridine-2-carboxamide